COC(C=1C=CC(=C(C(=O)O)C1)N(S(=O)(=O)C)C)OC 5-(Dimethoxymethyl)-2-(N-methylmethylsulfonamido)benzoic acid